N(=[N+]=[N-])CCCCOCCN1CCN(CC1)C1=NC2=CC=CC=C2C(=N1)C=1C(NC(C1C1=CNC2=CC=CC=C12)=O)=O 3-(2-(4-(2-(4-Azidobutoxy)ethyl)piperazin-1-yl)quinazolin-4-yl)-4-(1H-indol-3-yl)-1H-pyrrole-2,5-dione